2,5-dichloro-4-(4'-methoxy-[1,1'-biphenyl]-3-yl)pyrimidine ClC1=NC=C(C(=N1)C=1C=C(C=CC1)C1=CC=C(C=C1)OC)Cl